C1OCC12CN(C2)C2=NC1=CC=C(C=C1C=N2)CN2C[C@H](CC2)OC=2C=C1CN(C(C1=CC2)=O)C2C(NC(CC2)=O)=O 3-(5-(((S)-1-((2-(2-Oxa-6-azaspiro[3.3]heptan-6-yl)quinazolin-6-yl)methyl)pyrrolidin-3-yl)oxy)-1-oxoisoindolin-2-yl)piperidine-2,6-dione